(2-((1-Methylpiperidin-4-yl)methyl)-5-((oleoyloxy)methyl)-1,3-dioxolan-4-yl)methyl (9Z,12Z)-octadeca-9,12-dienoate C(CCCCCCC\C=C/C\C=C/CCCCC)(=O)OCC1OC(OC1COC(CCCCCCC\C=C/CCCCCCCC)=O)CC1CCN(CC1)C